2-chloro-4-[[5-[2,3-difluoro-4-[3-methyl-1-(2-trimethylsilylethoxymethyl)pyrazol-4-yl]phenyl]-1-methyl-imidazole-2-carbonyl]amino]benzoic acid tert-butyl ester C(C)(C)(C)OC(C1=C(C=C(C=C1)NC(=O)C=1N(C(=CN1)C1=C(C(=C(C=C1)C=1C(=NN(C1)COCC[Si](C)(C)C)C)F)F)C)Cl)=O